N-[[6-(4-Aminophenoxy)-2-pyridyl]sulfonyl]-2-(2,2,4-trimethylpyrrolidin-1-yl)pyridin-3-carboxamid NC1=CC=C(OC2=CC=CC(=N2)S(=O)(=O)NC(=O)C=2C(=NC=CC2)N2C(CC(C2)C)(C)C)C=C1